FC(C(=O)O)(F)F.FC(C(=O)O)(F)F.FC(C(=O)O)(F)F.FC1=C(C=CC(=C1)C=1CCNCC1)C1=NN=C(O1)C1=C(NC)C=C(C=C1)C=1CCNCC1 2-(5-(2-fluoro-4-(1,2,3,6-tetrahydropyridin-4-yl)phenyl)-1,3,4-oxadiazol-2-yl)-N-methyl-5-(1,2,3,6-tetrahydropyridin-4-yl)aniline tristrifluoroacetic acid salt